N-(3,4-Dimethoxyphenethyl)-2-(methylthio)-4-morpholinopyrimidine-5-carboxamide COC=1C=C(CCNC(=O)C=2C(=NC(=NC2)SC)N2CCOCC2)C=CC1OC